bisphenol A diglycerate dimethacrylate C(C(=C)C)(=O)O.C(C(=C)C)(=O)O.C(C(O)CO)(=O)O.C(C(O)CO)(=O)O.OC1=CC=C(C=C1)C(C)(C)C1=CC=C(C=C1)O